5-(2-fluoro-4-(trifluoro-methyl)phenyl)-2,3-dimethyl-7-((2S)-2-(1-methyl-1H-pyrazol-4-yl)-4-morpholinyl)-pyrido[4,3-d]pyrimidin-4(3H)-one FC1=C(C=CC(=C1)C(F)(F)F)C1=NC(=CC=2N=C(N(C(C21)=O)C)C)N2C[C@@H](OCC2)C=2C=NN(C2)C